4,4'-oxydibenzoaldehyde O(C1=CC=C(C=O)C=C1)C1=CC=C(C=O)C=C1